2-(5-(((1R,2R)-2-((2-chloro-5-(trifluoromethyl)pyrimidin-4-yl)amino)cyclobutyl)methoxy)-3-methyl-4-nitro-1H-pyrazol-1-yl)-2-methylpropanenitrile ClC1=NC=C(C(=N1)N[C@H]1[C@@H](CC1)COC1=C(C(=NN1C(C#N)(C)C)C)[N+](=O)[O-])C(F)(F)F